8-(5-cyanopyridin-3-yl)-1-(3,5-dichlorophenyl)-7-methoxy-4,5-dihydro-1H-benzo[g]indazole-3-carboxylic acid C(#N)C=1C=C(C=NC1)C1=CC2=C(CCC=3C(=NN(C23)C2=CC(=CC(=C2)Cl)Cl)C(=O)O)C=C1OC